NCCC(=O)N(CCC(=O)OC(C)(C)C)CCC(=O)OC(C)(C)C di-tert-butyl 3,3'-((3-aminopropanoyl)azanediyl)dipropionate